NC1=C(C=C(C#N)C=C1)C#C[Si](C)(C)C 4-amino-3-((trimethylsilyl)ethynyl)benzonitrile